4-[(7S)-2,7-dimethyl-3-(3,4,5-trifluorophenyl)-5,7-dihydro-4H-pyrazolo[3,4-c]pyridine-6-carbonyl]-3-methyl-1,3-benzoxazol-2-one CN1N=C2[C@@H](N(CCC2=C1C1=CC(=C(C(=C1)F)F)F)C(=O)C1=CC=CC2=C1N(C(O2)=O)C)C